ClC1=C(C(=O)N2CCN(CC2)C(=O)C2CCN(CC2)C(=O)OC(C)(C)C)C=CC(=C1)NC(=O)C=1N(C(=CN1)C=1C(=NN(C1)C1=NC=C(C=N1)F)C(F)(F)F)C tert-butyl 4-(4-(2-chloro-4-(5-(1-(5-fluoropyrimidin-2-yl)-3-(trifluoromethyl)-pyrazol-4-yl)-1-methyl-imidazole-2-carboxamido)benzoyl) piperazine-1-carbonyl)piperidine-1-carboxylate